CCCC(CCC)P(C1=CC=CC=C1)C(CCC)CCC di-(4-heptyl)phenylphosphine